CC1(CCN(CC1)C1=NC=2C(=NC=C(N2)SC2=CC=NC=C2)N1)N 4-methyl-1-(5-(pyridin-4-ylthio)-1H-imidazo[4,5-b]pyrazin-2-yl)piperidin-4-amine